BrC1=CC(=C(C=C1)CO)S(=O)(=O)C=C (4-bromo-2-(vinylsulfonyl)phenyl)methanol